C(C)(C)(C)OC(=O)N1CC2CCC(C1)C2=O 8-oxo-3-azabicyclo[3.2.1]Octane-3-carboxylic acid tert-butyl ester